tert-butyl (3-(7-carbamoyl-3-chloro-5-fluoro-2-methyl-1H-indol-4-yl)cyclohex-3-en-1-yl)carbamate C(N)(=O)C=1C=C(C(=C2C(=C(NC12)C)Cl)C=1CC(CCC1)NC(OC(C)(C)C)=O)F